C(C)O\C(=C/OC1=CC=C(C=C1)CN1N=CC(=C1)CO)\C(F)(F)F 1-[[4-[[(1Z)-2-ethoxy-3,3,3-trifluoro-1-propen-1-yl]oxy]phenyl]-methyl]-1H-pyrazole-4-methanol